[3-(difluoromethyl)-[1,2,4]triazolo[4,3-a]pyridin-7-yl]methylamine FC(C1=NN=C2N1C=CC(=C2)CN)F